(S)-3-((5-amino-7-((1-hydroxy-hexan-3-yl)amino)-1H-pyrazolo[4,3-d]pyrimidin-1-yl)methyl)-4-methoxybenzoic acid NC=1N=C(C2=C(N1)C=NN2CC=2C=C(C(=O)O)C=CC2OC)N[C@H](CCO)CCC